Br.NC=1SC2=C(N1)C(=C(C(=C2)O)F)Cl 2-amino-4-chloro-5-fluorobenzo[d]thiazol-6-ol hydrobromide